1-methyl-1,2,4-triazole-3-formate CN1N=C(N=C1)C(=O)[O-]